(1R,2S,5R)-1-amino-5-(2-boronoethyl)-2-((2-(methylamino)acetamido)methyl)cyclohexane-1-carboxylic acid N[C@]1([C@@H](CC[C@H](C1)CCB(O)O)CNC(CNC)=O)C(=O)O